3-[4-[3-[[tert-butyl(dimethyl)silyl]oxymethyl]-1-bicyclo[1.1.1]pentanyl]-3-methyl-2-oxo-benzimidazol-1-yl]piperidine-2,6-dione [Si](C)(C)(C(C)(C)C)OCC12CC(C1)(C2)C2=CC=CC=1N(C(N(C12)C)=O)C1C(NC(CC1)=O)=O